C(C)N1N=C2C(=CC=C(C2=C1)N1C[C@@H](N(CC1)C(=O)OC(C)(C)C)CO)C(NC=1C=C(C=2N(C1)C=C(N2)C)F)=O tert-butyl (R)-4-(2-ethyl-7-((8-fluoro-2-methylimidazo[1,2-a]pyridin-6-yl)carbamoyl)-2H-indazol-4-yl)-2-(hydroxymethyl)piperazine-1-carboxylate